4-(2-{[(2R,7aS)-2-fluoro-hexahydro-1H-pyrrolizin-7a-yl]methoxy}-4-[(1S,6R)-3,9-diazabicyclo[4.2.1]non-3-yl]-8-fluoroquinazolin-7-yl)-5-fluoronaphthalene F[C@@H]1C[C@@]2(CCCN2C1)COC1=NC2=C(C(=CC=C2C(=N1)N1C[C@@H]2CC[C@H](CC1)N2)C2=CC=CC1=CC=CC(=C21)F)F